NC=1C2=C(N=CN1)N(C1=C2C=NC=C1)CC(=O)N1[C@@H]2C[C@@H]2C[C@H]1C(=O)NC1=NC(=CC=C1)Br (1R,3S,5R)-2-(2-(4-amino-9H-pyrido[3',4':4,5]pyrrolo[2,3-d]pyrimidin-9-yl)acetyl)-N-(6-bromopyridin-2-yl)-2-azabicyclo[3.1.0]hexane-3-carboxamide